[N]1CCOCC1 4λ2-morpholine